BrC=1C(=NN(N1)C)C1(CCC1)O 1-(5-bromo-2-methyl-2H-1,2,3-triazol-4-yl)cyclobutan-1-ol